2-(2-methoxyethyl)octahydropyrrolo[3,4-c]pyrrole COCCN1CC2CNCC2C1